2-[6-(1-acetyl-4-hydroxypiperidin-4-yl)-4-oxoquinazolin-3-yl]-N-[(3-chloro-4-cyanophenyl)methyl]-N-methylacetamide C(C)(=O)N1CCC(CC1)(O)C=1C=C2C(N(C=NC2=CC1)CC(=O)N(C)CC1=CC(=C(C=C1)C#N)Cl)=O